6-METHOXY-2-PHENETHYL-ISOINDOLINE-1-ONE COC1=CC=C2CN(C(C2=C1)=O)CCC1=CC=CC=C1